2-bromo-3-hydroxyethyl-thiophene oxaloacetate C(=O)(C(=O)O)CC(=O)O.BrC=1SC=CC1CCO